N-Methyl-3-(1-methylimidazol-4-yl)-4-[[(2R)-2-phenylpropyl]amino]benzenesulfonamide CNS(=O)(=O)C1=CC(=C(C=C1)NC[C@H](C)C1=CC=CC=C1)C=1N=CN(C1)C